5-(2-chlorophenoxy)-3-((4-(thiophen-2-yl)benzyl)amino)-4H-benzo[e][1,2,4]thiadiazine 1,1-dioxide ClC1=C(OC2=CC=CC3=C2NC(=NS3(=O)=O)NCC3=CC=C(C=C3)C=3SC=CC3)C=CC=C1